3-[(3S)-piperidin-3-yl]-2,1-benzoxazole N1C[C@H](CCC1)C=1ON=C2C1C=CC=C2